OC(CN1CCC(CC1)C(=O)N)COC1=CC=C2C(=CC(OC2=C1)=O)C 1-(2-hydroxy-3-((4-methyl-2-oxo-2H-chromen-7-yl)oxy)propyl)piperidine-4-carboxamide